dimethyltin bis(2-ethylhexanoate) C(C)C(C(=O)[O-])CCCC.C(C)C(C(=O)[O-])CCCC.C[Sn+2]C